Stearoyl-Coenzyme A strontium [Sr].C(CCCCCCCCCCCCCCCCC)(=O)SCCNC(CCNC([C@@H](C(COP(OP(OC[C@@H]1[C@H]([C@H]([C@@H](O1)N1C=NC=2C(N)=NC=NC12)O)OP(=O)(O)O)(=O)O)(=O)O)(C)C)O)=O)=O